N,5-dimethyl-N-((1-phenyl-1H-1,2,3-triazol-4-yl)methyl)-1H-indazole-7-sulfonamide CN(S(=O)(=O)C=1C=C(C=C2C=NNC12)C)CC=1N=NN(C1)C1=CC=CC=C1